tolylpenicillanic acid diphenylmethyl ester C1(=CC=CC=C1)C(C1=CC=CC=C1)OC([C@H]1C(S[C@H]2N1C(C2)=O)(CC2=C(C=CC=C2)C)C)=O